COC=1C=C2C(=NC1)NC(C21CCC(CC1)=O)=O 5'-methoxy-4H-spiro[cyclohexane-1,3'-pyrrolo[2,3-b]pyridine]-2',4(1'H)-dione